(2S)-2-(tert-butoxycarbonylamino)-3-methylbutanoic acid C(C)(C)(C)OC(=O)N[C@H](C(=O)O)C(C)C